FC1=C(C=C(C=C1)F)[C@@H]1N(CCC1)C1=CC=2N(C=C1)N=CC2NC(=O)N2C[C@H](CC2)O (3S)-N-[5-[(2R)-2-(2,5-difluorophenyl)pyrrolidin-1-yl]pyrazolo[1,5-a]pyridin-3-yl]-3-hydroxypyrrolidine-1-carboxamide